2,5-dibromo-3-nitro-4-methylpyridine BrC1=NC=C(C(=C1[N+](=O)[O-])C)Br